2-(4-bromo-3-(4-(1-methyl-1H-indol-3-yl)-2,5-dioxo-2,5-dihydrofuran-3-yl)-1H-indol-1-yl)acetic acid BrC1=C2C(=CN(C2=CC=C1)CC(=O)O)C=1C(OC(C1C1=CN(C2=CC=CC=C12)C)=O)=O